N1=CC(=CC(=C1)N1CCC2(CCN(C2=O)C)CC1)C1=CC=NC=C1 8-([3,4'-bipyridin]-5-yl)-2-methyl-2,8-diazaspiro[4.5]decan-1-one